N1C(CC2=CC=CC=C12)=O indol-2(3H)-one